4,5-diisocyanato-2-methyl-1,3-dithiolane N(=C=O)C1SC(SC1N=C=O)C